6-amino-1,4-diazepine-triacetate NC1=C(NC(=C(N=C1)CC(=O)[O-])CC(=O)[O-])CC(=O)[O-]